succinic acid monomethyl-succinate COC(CCC(=O)O)=O.C(CCC(=O)O)(=O)O